3-(6-chloro-1H-benzo[d]imidazol-2-yl)-4,4-dimethylcyclopent-2-en-1-one ClC=1C=CC2=C(NC(=N2)C2=CC(CC2(C)C)=O)C1